(S)-N-(1-hydroxy-3-methylbutan-2-yl)-N-methyl-2-nitrobenzenesulfonamide OC[C@H](C(C)C)N(S(=O)(=O)C1=C(C=CC=C1)[N+](=O)[O-])C